5-fluoro-6-methoxy-2-methylpyridin-3-amine FC=1C=C(C(=NC1OC)C)N